CC=CC=C 1-methyl-1,3-butadiene